1,5-dichloro-2,4-dinitrobenzene ClC1=C(C=C(C(=C1)Cl)[N+](=O)[O-])[N+](=O)[O-]